C1(CCCCC1)NCCC1=CC=C(CSC2=C3CN(C(C3=CC=C2)=O)C2C(NC(CC2)=O)=O)C=C1 3-(4-((4-(2-(cyclohexylamino)ethyl)benzyl)thio)-1-oxoisoindolin-2-yl)piperidine-2,6-dione